OC1=C(C=C2C=C(C=C(C2=C1)S(=O)(=O)O)S(=O)(=O)O)S(=O)(=O)O 7-Hydroxy-1,3,6-naphthalenetrisulfonic acid